ClC1=C(C=CC=C1Cl)SC=1C=2N(C(=NC1)N1CC(CC1)CN)C=CN2 (1-(8-((2,3-dichlorophenyl)thio)imidazo[1,2-c]pyrimidin-5-yl)pyrrolidin-3-yl)methanamine